(1-((2-bromophenyl)amino)ethyl)-3-ethyl-4,7-dimethyl-3,4-dihydro-5H-pyrazolo[3,4-c]isoquinolin-5-one BrC1=C(C=CC=C1)NC(C)C1=NN(C=2N(C(C=3C=C(C=CC3C21)C)=O)C)CC